tert-Butyl N-[3-Bromo-6-(tert-butoxycarbonylamino)-2-fluorophenyl]carbamate BrC=1C(=C(C(=CC1)NC(=O)OC(C)(C)C)NC(OC(C)(C)C)=O)F